ClC=1N=CC(=NC1)NC([C@H](C1=CC=C(C=C1)C=1N=NN(N1)C)[C@H]1CC(CC1)(F)F)=O (S)-N-(5-chloropyrazin-2-yl)-2-((R)-3,3-difluorocyclopentyl)-2-(4-(2-methyl-2H-tetrazol-5-yl)phenyl)acetamide